3-Hydroxybenzo(a)pyrene-d11 OC1=C2C(=C(C3=C(C4=C(C5=C(C(=C(C(=C1[2H])[2H])C2=C53)[2H])[2H])C(=C(C(=C4[2H])[2H])[2H])[2H])[2H])[2H])[2H]